C(C)(=O)OOC1=C(C=C(C(=C1)F)[N+](=O)[O-])[N+](=O)[O-] (5-fluoro-2,4-dinitrophenoxy) acetate